ClC1=C(C=CC=C1O)NC(=O)NCC=1C=C2CN(C(C2=CC1)=O)C1C(NC(CC1)=O)=O (2-chloro-3-hydroxy-phenyl)-3-[[2-(2,6-dioxo-3-piperidyl)-1-oxo-isoindolin-5-yl]methyl]urea